OCC1N(CCN(C1)CCC1(CC1)C(F)(F)F)C(=O)OC(C)(C)C tert-butyl 2-(hydroxymethyl)-4-[2-[1-(trifluoromethyl)cyclopropyl]ethyl]piperazine-1-carboxylate